2-Chloro-4-Methoxyphenol ClC1=C(C=CC(=C1)OC)O